glucouronic acid O=C[C@H](O)[C@@H](O)[C@H](O)[C@H](O)C(=O)O